[Ca].[Sr].[Cu] copper strontium calcium